CC1=C(C=C(OC[C@H]2N(CC2)C(=O)OC(C)(C)C)C=C1)C(NC1(CC1)C1=C2C=CC=NC2=CC(=C1)OCC(F)(F)F)=O tert-Butyl (S)-2-((4-methyl-3-((1-(7-(2,2,2-trifluoroethoxy)quinolin-5-yl)cyclopropyl)carbamoyl) phenoxy)methyl)azetidine-1-carboxylate